2,4-DIMETHYL-N-[4-(PENTYLOXY)PHENYL]IMIDAZO[1,5-a]PYRIMIDINE-8-CARBOXAMIDE CC1=NC=2N(C(=C1)C)C=NC2C(=O)NC2=CC=C(C=C2)OCCCCC